1-amino-4-bis-(2'-hydroxy-ethyl)amino-benzene NC1=CC=C(C=C1)N(CCO)CCO